(5S,7S)-7-fluoro-5-phenyl-2-(trifluoromethylthio)-6,7-dihydro-5H-pyrrolo[1,2-b][1,2,4]triazole F[C@H]1C[C@H](N2N=C(N=C21)SC(F)(F)F)C2=CC=CC=C2